6-{[2-Chloro-4-fluoro-5-(7-morpholin-4-yl-quinazolin-4-yl)-phenyl]hydroxy-methyl}pyridazine-3-carbonitrile ClC1=C(C=C(C(=C1)F)C1=NC=NC2=CC(=CC=C12)N1CCOCC1)C(C1=CC=C(N=N1)C#N)O